(S)-3-benzyl-4-(difluoromethyl)oxazolidin-2-one C(C1=CC=CC=C1)N1C(OC[C@H]1C(F)F)=O